C(NC(C1=CN=CC=C1NC1=CC=CC=2C=3C(CN(C12)C)=NN(N3)C([2H])([2H])[2H])=O)([2H])([2H])[2H] N-(methyl-d3)-4-((5-methyl-2-(methyl-d3)-4,5-dihydro-2H-[1,2,3]triazolo[4,5-c]quinolin-6-yl)amino)nicotinamide